ClC1=C(C=CC=C1F)C1=CC=CC2=C1NC(=NS2(=O)=O)NCC(F)F 5-(2-chloro-3-fluorophenyl)-3-((2,2-difluoroethyl)amino)-4H-benzo[e][1,2,4]thiadiazine 1,1-dioxide